C1(=CC=C(C=C1)N1C=NC=C1)N1C=NC=C1 1,1'-(1,4-phenylene)bis(1H-imidazole)